4-[5-(2-aminoethyl)pyrimidin-2-yl]-3-(2-methyl-5-propan-2-yl-pyrazol-3-yl)oxybenzeneCarbonitrile NCCC=1C=NC(=NC1)C1=C(C=C(C=C1)C#N)OC=1N(N=C(C1)C(C)C)C